4-(But-3-en-1-yloxy)-2,3-dihydro-1H-indene C(CC=C)OC1=C2CCCC2=CC=C1